FC(C1=C(C[C@H](N)C(=O)O)C=CC=C1)(F)F L-2-trifluoromethyl-phenylalanine